(3R)-3H-8'-azaspiro[benzofuran-2,3'-bicyclo[3.2.1]octane]-3-amine C12CC3(CC(CC1)N2)OC2=C([C@H]3N)C=CC=C2